CN(C(C1=CC=C(C=C1)C=1C=C2C=CN(C2=CC1)C(CC)=O)=O)CC=1C=NC=CC1 N-methyl-4-(1-propionylindol-5-yl)-N-(pyridin-3-ylmethyl)benzamide